[N].C(C=C)(=O)N1C(CN(CC1)C(CCC1=CC(=C(C=C1)OC)OC)=O)=O 1-acryloyl-4-(3-(3,4-dimethoxyphenyl)propionyl)piperazin-2-one nitrogen